C(CC)NC(C1=CC=C(C=C1)N1N=CC=C1)=O N-propyl-4-(1H-pyrazol-1-yl)benzamide